C(C)(C)(C)OC(=O)N1CCN(CC1)CCOC1=CC(=CC=C1)N1CC(CCC1)O.OCC(C)(O)C1=C(SC=C1)S(=O)(=O)N (1,2-dihydroxyprop-2-yl)thiophene-2-sulfonamide tert-butyl-4-(2-(3-(3-hydroxypiperidin-1-yl)phenoxy)ethyl)piperazine-1-carboxylate